4-((4-phenoxyphenyl)amino)pyrimidine-2-carbonitrile O(C1=CC=CC=C1)C1=CC=C(C=C1)NC1=NC(=NC=C1)C#N